2-[8-(trimethoxysilyl) octyl]-ethylene oxide CO[Si](CCCCCCCCC1CO1)(OC)OC